FC1=CC=C(C=C1)C1=NOCO1 3-(4-fluorophenyl)-1,4,2-dioxazole